C(=O)C=1C=C(C=CC1)C1(CN(C1)C(=O)OC(C)(C)C)O tert-butyl 3-(3-formylphenyl)-3-hydroxyazetidine-1-carboxylate